CC1=CC=NC2=CC=CC=C12 4-methylquinolin